ClC1=C(C=CC(=C1)CN(C(OC(C)(C)C)=O)CCC(OCC)OCC)C1=CC=CC=C1 tert-Butyl ((2-chloro-[1,1'-biphenyl]-4-yl)methyl)(3,3-diethoxypropyl)carbamate